sodium (S)-3-(3-(1-methyl-4-oxido-2-oxo-1,2-dihydropyridin-3-yl)ureido)-3-(3-(3-methylbenzyl) phenyl)propanoate CN1C(C(=C(C=C1)[O-])NC(N[C@@H](CC(=O)[O-])C1=CC(=CC=C1)CC1=CC(=CC=C1)C)=O)=O.[Na+].[Na+]